COC(=O)C1=C(NC(=C(C1C=1C2=C(SC1)C=CC=C2)C(C)=O)C)CN(C)C 5-acetyl-4-(benzo[b]thiophen-3-yl)-2-((dimethylamino)methyl)-6-methyl-1,4-dihydropyridine-3-carboxylic acid methyl ester